2-(2,4,6-triisopropylphenyl)-6,7-dihydro-5H-quinolin-8-one C(C)(C)C1=C(C(=CC(=C1)C(C)C)C(C)C)C1=NC=2C(CCCC2C=C1)=O